3-ethyl 5-methyl 4-(methoxymethyl)-1H-pyrazole-3,5-dicarboxylate COCC=1C(=NNC1C(=O)OC)C(=O)OCC